NCC1=CC=C(C=C1)[C@@H]1N(C[C@H](CC1)C)C(=O)OC(C)(C)C |r| rac-tert-butyl (2R,5S)-2-[4-(Aminomethyl)phenyl]-5-methyl-piperidine-1-carboxylate